bis(pentafluorophenyl) borate tin [Sn+4].B(OC1=C(C(=C(C(=C1F)F)F)F)F)(OC1=C(C(=C(C(=C1F)F)F)F)F)[O-].FC1=C(C(=C(C(=C1OB(OC1=C(C(=C(C(=C1F)F)F)F)F)[O-])F)F)F)F.FC1=C(C(=C(C(=C1OB(OC1=C(C(=C(C(=C1F)F)F)F)F)[O-])F)F)F)F.FC1=C(C(=C(C(=C1OB(OC1=C(C(=C(C(=C1F)F)F)F)F)[O-])F)F)F)F